tin cadmium oxide [O-2].[Cd+2].[Sn+4].[O-2].[O-2]